C(C)C=1C=C2C(=NNC2=CC1C=1C=C(C=2N(C1)N=CN2)C)C2CCN(CC2)C2CCOCC2 6-(5-ethyl-3-(1-(tetrahydro-2H-pyran-4-yl)piperidin-4-yl)-1H-indazol-6-yl)-8-methyl-[1,2,4]triazolo[1,5-a]pyridine